(R)-2-(5-((5-(2-amino-6-(4-(tert-butoxycarbonyl)-2-oxopiperazin-1-yl)-1H-benzo[d]imidazol-1-yl)-4-methylpentyl)oxy)-1-methyl-1H-pyrazol-4-yl)-6-methylisonicotinic acid NC1=NC2=C(N1C[C@@H](CCCOC1=C(C=NN1C)C=1C=C(C(=O)O)C=C(N1)C)C)C=C(C=C2)N2C(CN(CC2)C(=O)OC(C)(C)C)=O